5-iodouridine phosphoramidite P(O)(N)OC[C@@H]1[C@H]([C@H]([C@@H](O1)N1C(=O)NC(=O)C(=C1)I)O)O